CC(C(=O)C1N(CCNC1)C1=C(C=NC=C1)C#N)NCC[C@H]1N(CCC1)C=1C=NNC(C1C(F)(F)F)=O 4-[2-[methyl([2-[(2S)-1-[6-oxo-5-(trifluoromethyl)-1,6-dihydropyridazin-4-yl]pyrrolidin-2-yl]ethyl]amino)acetyl]piperazin-1-yl]pyridine-3-carbonitrile